Methyl-3-hydroxybutyrate COC(CC(C)O)=O